CN(CCCCCCCCCCN(C)C)C N,N,N',N'-tetramethyldecylenediamine